C1(=CC=CC2=CC=CC=C12)C1=CC=CC2=CC=CC=C12.[K] potassium binaphthyl